5,8-dimethoxy-2-vinylnaphthalene COC1=C2C=CC(=CC2=C(C=C1)OC)C=C